8-amino-6-fluoro-2,2-bis(hydroxymethyl)-5-methyl-3,4-dihydronaphthalen-1(2H)-one NC=1C=C(C(=C2CCC(C(C12)=O)(CO)CO)C)F